N-(4-chloro-3-methylphenyl)-2-(4-methyl-6-(trifluoromethyl)pyrimidin-2-yl)-5-oxo-N-(3-(thiazol-5-yl)prop-2-yn-1-yl)pyrazolidine-3-carboxamide ClC1=C(C=C(C=C1)N(C(=O)C1N(NC(C1)=O)C1=NC(=CC(=N1)C)C(F)(F)F)CC#CC1=CN=CS1)C